N1(C=NC=C1)CC1=CC(=C2CCN(C(C2=C1)=O)C1=NC(=NC2=CC(=C(C=C12)OC)F)C)C=1C(=NN(C1)C)C(F)(F)F 7-((1H-Imidazol-1-yl)methyl)-2-(7-fluoro-6-methoxy-2-methylquinazolin-4-yl)-5-(1-methyl-3-(trifluoromethyl)-1H-pyrazol-4-yl)-3,4-dihydroisoquinolin-1(2H)-one